5-bromo-3-chloro-7-methyl-2H-isoquinolin-1-one BrC1=C2C=C(NC(C2=CC(=C1)C)=O)Cl